1-allyl-N-(5-((6,7-dimethoxyquinolin-4-yl)oxy)pyridin-2-yl)-5-p-fluorophenyl-4-oxo-1,4-dihydropyridazine-3-carboxamide C(C=C)N1N=C(C(C(=C1)C1=CC=C(C=C1)F)=O)C(=O)NC1=NC=C(C=C1)OC1=CC=NC2=CC(=C(C=C12)OC)OC